N-(5-(3-benzyl-4-oxo-3,4-dihydro-quinazolin-6-yl)benzo[d]thiazole-2-yl)butyramide thiodiethylenebis[3-(3,5-di-tert.-butyl-4-hydroxy-phenyl)propionate] S(CCC(C(=O)O)CC1=CC(=C(C(=C1)C(C)(C)C)O)C(C)(C)C)CCC(C(=O)O)CC1=CC(=C(C(=C1)C(C)(C)C)O)C(C)(C)C.C(C1=CC=CC=C1)N1C=NC2=CC=C(C=C2C1=O)C=1C=CC2=C(N=C(S2)NC(CCC)=O)C1